ClC1=CC=C(C=C1)[C@@H]1[C@@H](O[C@H](C(N1C=1C=NC=CC1)=O)CC1=CC=C(C=C1)S(=O)(=O)C)C1=CC=C(C=C1)Cl (2S,5R,6S)-5,6-bis(4-chlorophenyl)-2-(4-(methylsulfonyl)benzyl)-4-(pyridin-3-yl)morpholin-3-one